N-(2-((4-bromo-2-fluorophenyl)amino)pyrimidin-4-yl)-N-(4-fluorophenyl)cyclopropane-1,1-dicarboxamide BrC1=CC(=C(C=C1)NC1=NC=CC(=N1)N(C(=O)C1(CC1)C(=O)N)C1=CC=C(C=C1)F)F